C1(=CC=CC=C1)C(C(=O)[O-])(CC(=O)[O-])CCCC 2-phenyl-2-n-butyl-succinate